3,3-diazidomethyl-oxetane N(=[N+]=[N-])CC1(COC1)CN=[N+]=[N-]